FC=1C=C(C=C(C1)F)COC=1C(=NC=C(C1)C(C)(C1CN(C1)C)O)C=1C=C(SC1C)C(=O)OC methyl 4-{3-[(3,5-difluorophenyl)methoxy]-5-[1-hydroxy-1-(1-methylazetidin-3-yl) ethyl] pyridin-2-yl}-5-methylthiophene-2-carboxylate